NC1=NC(N(C=C1)[C@H]1C([C@H](O)[C@H](O1)CO)(F)F)=O 4-Amino-1-(2-desoxy-2,2-difluoro-β-D-erythro-pentofuranosyl)pyrimidin-2(1H)-on